C(CCC)N1CC(C1)SC1=CC(=C(C(=C1)F)[C@H]1[C@@H](N(CC=2C3=C(C=CC12)NN=C3)C)CC3CC3)F (6S,7S)-6-(4-((1-butylazetidin-3-yl)thio)-2,6-difluorophenyl)-7-cyclopropylmethyl-8-methyl-6,7,8,9-tetrahydro-3H-pyrazolo[3,4-H]isoquinoline